N[C@](C(=O)O)(CCCCB(O)O)[C@H]1C[C@H](CC1)NCC1=CC=C(C=C1)C1=CC=CC=C1 (R)-2-amino-2-((1R,3S)-3-(biphenyl-4-ylmethylamino)cyclopentyl)-6-boronohexanoic acid